ethyl-2-acetamido-2-(7-chloro-5-(2-fluorophenyl)-1,3-dihydro-2H-benzo[e][1,4]diazepin-2-ylidene)acetate C(C)OC(C(=C1CN=C(C2=C(N1)C=CC(=C2)Cl)C2=C(C=CC=C2)F)NC(C)=O)=O